5-(4,6-dichloropyrimidin-2-yl)pyridine-3-carbonitrile ClC1=NC(=NC(=C1)Cl)C=1C=C(C=NC1)C#N